Methyl 3-(3-(4-(3-(4-(trifluoromethyl)phenyl)ureido) phenoxy)azetidin-1-yl)-2-(1H-pyrrol-1-yl)benzoate FC(C1=CC=C(C=C1)NC(NC1=CC=C(OC2CN(C2)C=2C(=C(C(=O)OC)C=CC2)N2C=CC=C2)C=C1)=O)(F)F